2-[4-(4-cyano-2-fluorophenoxy)phenoxy]propionic acid C(#N)C1=CC(=C(OC2=CC=C(OC(C(=O)O)C)C=C2)C=C1)F